2-bromo-pyrazolo[1,5-a]pyrido[2,3-d]pyrimidine BrC1=NN2C(N=C3C(=C2)C=CC=N3)=C1